2,3-naphthalenedicarboxylic Acid C1=C(C(=CC2=CC=CC=C12)C(=O)O)C(=O)O